3-phenyl-methylaminopropyl-triethoxysilane C1(=CC=CC=C1)C(CC[Si](OCC)(OCC)OCC)NC